BrC1=C2C=C(N=CC2=C(N=C1)NC(C)([2H])[2H])NC(=O)C1CC1 N-(5-bromo-8-((ethyl-1,1-d2)amino)-2,7-naphthyridin-3-yl)cyclopropanecarboxamide